(Z)-N-((E)-1-amino-2-methylpropylidene)-3-(4-chlorophenyl)-4-phenyl-N'-((4-(trifluoromethyl)phenyl)sulfonyl)-5,6-dihydropyridazine-1(4H)-carboximidamide N\C(\C(C)C)=N\C(=N\S(=O)(=O)C1=CC=C(C=C1)C(F)(F)F)\N1N=C(C(CC1)C1=CC=CC=C1)C1=CC=C(C=C1)Cl